4-Phenyl-1-p-toluenesulfonyl-1H-1,2,3-triazole C1(=CC=CC=C1)C=1N=NN(C1)S(=O)(=O)C1=CC=C(C)C=C1